Cl.N=1NC(=C2C=NC=CC21)C(=O)O 2H-pyrazolo[4,3-c]pyridine-3-carboxylate hydrochloride